The molecule is the L-enantiomer of valinium. It has a role as a plant metabolite. It is a conjugate acid of a L-valine. It is an enantiomer of a D-valinium. CC(C)[C@@H](C(=O)O)[NH3+]